O1C(=NCC1)C=CC(=O)O oxazolineacrylic acid